C(/C)=C/1\[C@@H](OC(C1(C)C)=O)CC(=O)OCC1=CC=CC=C1 Benzyl (S,E)-2-(3-ethylidene-4,4-dimethyl-5-oxotetrahydrofuran-2-yl)acetate